5-(3-Hydroxyphenyl)-N-phenylfuran-2-carboxamide OC=1C=C(C=CC1)C1=CC=C(O1)C(=O)NC1=CC=CC=C1